4-((6-Fluoro-4-methoxypyridin-3-yl)amino)-N-(4-(4-methylpiperazin-1-yl)phenyl)-2-oxo-1,2-dihydropyridine-3-carboxamide FC1=CC(=C(C=N1)NC1=C(C(NC=C1)=O)C(=O)NC1=CC=C(C=C1)N1CCN(CC1)C)OC